6-fluoro-1-phenyl-2,3-dihydro-1H-indene FC1=CC=C2CCC(C2=C1)C1=CC=CC=C1